C1(=CCCCCCC1)N trans-cyclooctenamine